benzoxoxazine O1ON=CC2=C1C=CC=C2